C1(CC1)C#C[C@@]1(NC(NC2=CC(=CC=C12)CC1=CC=C(C=C1)S(=O)(=O)N)=S)C(F)(F)F (S)-4-((4-(cyclopropylethynyl)-2-thioxo-4-(trifluoromethyl)-1,2,3,4-tetrahydroquinazolin-7-yl)methyl)benzenesulfonamide